ethylene glycol di(2-nitriloethyl) ether N#CCOCCOCC#N